OC(CN1CCCCC1)CO 1-(2,3-dihydroxypropyl)piperidine